ClC1=C(C=CC=C1C1=C(C(=NC=C1)C1=CC(=C(C=C1)C=O)OC)Cl)C1=CC=C(C(=N1)OC)CN(C(OC(C)(C)C)=O)C1CCN(CC1)C(COC)=O tert-butyl N-[[6-[2-chloro-3-[3-chloro-2-(4-formyl-3-methoxy-phenyl)-4-pyridyl]phenyl]-2-methoxy-3-pyridyl]methyl]-N-[1-(2-methoxyacetyl)-4-piperidyl]carbamate